[Si](C)(C)(C(C)(C)C)OCCN(C)CC=1C=CC(=NC1)C(=O)NC=1C(=C(C=CC1)C1=C(C(=CC=C1)NC(C1=NC=C(C(=C1)OC)C=O)=O)C)C N-(3'-(5-(((2-((tert-butyldimethylsilyl)oxy)ethyl)(methyl)amino)methyl)picolinamido)-2,2'-dimethyl-[1,1'-biphenyl]-3-yl)-5-formyl-4-methoxypicolinamide